COC1=C(C=C(C=C1)C=1C=NN(C1)C(C(=O)OCC)(C)C)S(NC=1C=NC=2CCNC(C2C1)=O)(=O)=O ethyl 2-(4-(4-methoxy-3-(N-(5-oxo-5,6,7,8-tetrahydro-1,6-naphthyridin-3-yl)sulfamoyl)phenyl)-1H-pyrazol-1-yl)-2-methylpropanoate